ClC1=C(C(=O)OCC)C=C(C=C1OCC1NC(NC1)=O)F ethyl 2-chloro-5-fluoro-3-[(2-oxoimidazolidin-4-yl)methoxy]benzoate